C1=CC(=C(C=C1)C(=O)C1NCCCC1)C1=CC=CC=C1 2-(3,1-biphenyl)-4-carbonylpiperidin